3-(Triethoxysilyl)propyl methacrylate C(C(=C)C)(=O)OCCC[Si](OCC)(OCC)OCC